Methyl tetrahydrophthalate C(C1C(C(=O)[O-])CCC=C1)(=O)OC